C(C)(C)C1=C(NC2=CC=C(C=C12)C1CCN(CC1)C1COC1)C=1C2=C(C(N(C1)C)=O)NC=C2 4-(3-isopropyl-5-(1-(oxetan-3-yl)piperidin-4-yl)-1H-indol-2-yl)-6-methyl-1H-pyrrolo[2,3-c]pyridin-7(6H)-one